N-ethylcarbamate C(C)NC([O-])=O